CC=1N=C(NC1C)C1=C(C=CC=C1)O 4,5-dimethyl-2-(2-hydroxyphenyl)imidazole